alpha-N-acetyl-D-galactosamine CC(=O)N[C@@H]1[C@H]([C@H]([C@H](O[C@@H]1O)CO)O)O